CC1=CC=C(C=C1)C1(C2=CC=CC=C2C=2C=CC(=CC12)C1=CC=2C(C3=CC=CC=C3C2C=C1)(C1=CC=C(C=C1)C)C1=CC=C(C=C1)C)C1=CC=C(C=C1)C 9,9,9',9'-tetrakis(4-methylphenyl)-2,2'-bi-9H-fluorene